C[C@H]1CN(CCN1C)C1C(CNC1)O 4-((S)-3,4-Dimethylpiperazin-1-yl)pyrrolidin-3-ol